C(C)(C)(C)OC(=O)N1C[C@@H](CCC1)C(NC1=NN(C2=CC=C(C=C12)OCCOC)C(C1=CC=CC=C1)(C1=CC=CC=C1)C1=CC=CC=C1)=O (3R)-3-{[5-(2-methoxyethoxy)-1-trityl-1H-indazol-3-yl]carbamoyl}piperidine-1-carboxylic acid tert-butyl ester